2-[4-[2-(3,6-dihydro-2H-pyran-4-yl)-4-methyl-thiazol-5-yl]oxyphenyl]-1,2,4-triazol-3-one O1CCC(=CC1)C=1SC(=C(N1)C)OC1=CC=C(C=C1)N1NC=NC1=O